C(#N)C=1C=NN2C1C(=CC(=C2)C=2C=NN(C2)[C@@H]2CN(CC2)C(=O)OC(C)(C)C)O tert-butyl (S)-3-(4-(3-cyano-4-hydroxypyrazolo[1,5-a]pyridin-6-yl)-1H-pyrazol-1-yl)pyrrolidine-1-carboxylate